decamethylene glycol C(CCCCCCCCCO)O